N1CCC(CC1)N[C@H]1CCC2=CC(=CC=C12)N1C(=NC=2C1=NC(=CC2)N2N=CC=C2)C=2C(=NC=CC2)N 3-{3-[(1S)-1-(piperidin-4-ylamino)-2,3-dihydro-1H-inden-5-yl]-5-(pyrazol-1-yl)imidazo[4,5-b]pyridin-2-yl}pyridin-2-amine